(5-(3-chloro-4-hydroxyphenyl)-1H-pyrrolo[3,2-b]pyridin-2-yl)(piperidin-1-yl)methanone ClC=1C=C(C=CC1O)C1=CC=C2C(=N1)C=C(N2)C(=O)N2CCCCC2